8-amino-7-fluoro-2,3-dihydro-1H-phenalen-1-one NC=1C(=C2C=CC=C3CCC(C(C1)=C32)=O)F